C1=CC=CC=2C3=C4C(CC=C3NC12)=C1C=2C=CC=CC2N=C1C=C4 12H-carbazolo[4,3-c]carbazole